(2S,4R)-4-Fluoro-N-[1-(propan-2-yl)-1H-pyrazol-4-yl]pyrrolidine-2-carboxamide hydrochloride Cl.F[C@@H]1C[C@H](NC1)C(=O)NC=1C=NN(C1)C(C)C